NCC1(CC(C1)(F)F)NC(OC(C)(C)C)=O tert-Butyl (1-(aminomethyl)-3,3-difluorocyclobutyl)carbamate